3-(5-{[(4-Fluorophenyl)methyl]amino}-1-(3-hydroxy-2,2-dimethylpropanoyl)-4-methoxy-1H-pyrazol-3-yl)-1-methansulfonyl-4-methylpyrrolidin-2-on FC1=CC=C(C=C1)CNC1=C(C(=NN1C(C(CO)(C)C)=O)C1C(N(CC1C)S(=O)(=O)C)=O)OC